5-bromo-N-(1-(1-(2,2-dimethoxyethyl)piperidin-4-yl)-1H-pyrazol-4-yl)imidazo[1,2-a]pyrazin-8-amine BrC1=CN=C(C=2N1C=CN2)NC=2C=NN(C2)C2CCN(CC2)CC(OC)OC